tert-butyl N-[5-fluoro-6-(methanesulfonylmethyl)pyridin-3-yl]carbamate FC=1C=C(C=NC1CS(=O)(=O)C)NC(OC(C)(C)C)=O